(5-((tert-butyldimethylsilyl) oxy) pent-2-yl) carbamate C(N)(OC(C)CCCO[Si](C)(C)C(C)(C)C)=O